6-chloro-4-(4-{[3-fluoro-4-(trifluoromethyl)phenyl]methyl}piperazin-1-yl)-1-methyl-2-oxo-1,2-dihydro-1,5-naphthyridine-3-carbonitrile ClC=1N=C2C(=C(C(N(C2=CC1)C)=O)C#N)N1CCN(CC1)CC1=CC(=C(C=C1)C(F)(F)F)F